((2S)-3-methylmorpholin-2-yl)methanol CC1NCCO[C@@H]1CO